NC(C(C)(C)N1C(SC(=C1)COC=1C=CC2=C(C=C(O2)C)C1)C)=O N-(1-amino-2-methyl-1-oxopropan-2-yl)-2-methyl-5-((2-methylthiazol-5-yl)methoxy)benzofuran